COC1C(CCC2=CC=CC=C12)CN(CCC)CCC methoxy-2-(N,N-dipropylamino)methyl-tetralin